B(O)(O)O.C[Si](C)(C)[Mg][Si](C)(C)C Bis(trimethylsilyl)magnesium borate